[Si](C)(C)(C(C)(C)C)OCC(C1=CC=CC=C1)C1(N=C2C=CC=CC2=C2C1=NC(N2)COCC)N 4-(((tert-butyldimethylsilyloxy)methyl)benzyl)-2-(ethoxymethyl)-1H-imidazo[4,5-C]quinolin-4-amine